(R)-1-(4-chlorophenyl)-N-(1-cyanopiperidin-3-yl)cyclopropane-1-carboxamide ClC1=CC=C(C=C1)C1(CC1)C(=O)N[C@H]1CN(CCC1)C#N